(1S,4S)-4-methylcyclohexanamine hydrochloride CC1CCC(CC1)N.Cl